CN1C=NC2=C1C=CC(=C2)C(F)(F)F 1-Methyl-5-(trifluoromethyl)-1H-benzo[d]imidazole